ClC1=NC=CC(=N1)C1=CC=C(C=C1)CN (4-(2-Chloropyrimidin-4-yl)phenyl)methanamine